methyl (7S)-2-benzyl-7-methyl-3-{[(2R)-piperidin-2-yl]methyl}-3H,6H,7H,8H,9H-imidazo[4,5-f]quinoline-6-carboxylate C(C1=CC=CC=C1)C=1N(C=2C(=C3CC[C@@H](N(C3=CC2)C(=O)OC)C)N1)C[C@@H]1NCCCC1